1-[(5-chloro-2-thienyl)methyl]-1-ethyl-3-quinolin-3-ylurea ClC1=CC=C(S1)CN(C(=O)NC=1C=NC2=CC=CC=C2C1)CC